8-bromo-N-(2,3-dihydro-1,4-benzoxazin-4-yl)-2-methyl-4-morpholino-quinoline-3-carboxamide BrC=1C=CC=C2C(=C(C(=NC12)C)C(=O)NN1CCOC2=C1C=CC=C2)N2CCOCC2